Nickel-Chromium-Aluminum [Al].[Cr].[Ni]